(R)-4-(3-(3-Aminopiperidin-1-carbonyl)-1-(4-(tert-butyl)-2-fluorophenyl)-1H-pyrazol-5-yl)benzonitril N[C@H]1CN(CCC1)C(=O)C1=NN(C(=C1)C1=CC=C(C#N)C=C1)C1=C(C=C(C=C1)C(C)(C)C)F